C(C1=CC=CC=C1)OCCCCCCOC1=C2C(=NN=C(C2=CC(=C1)N1CCOCC1)N[C@H](C)C=1C=C(C=CC1)C(C1CCN(CC1)C(=O)OC(C)(C)C)(F)F)C tert-butyl (R)-4-((3-(1-((5-((6-(benzyloxy)hexyl)oxy)-4-methyl-7-morpholinophthalazin-1-yl)amino)ethyl)phenyl)difluoromethyl)piperidine-1-carboxylate